4-[(5-bromo-1,3,4-thiadiazol-2-yl)methyl]-6-(pyrimidin-2-ylmethyl)-4,6-diazaspiro[2.4]heptane-5,7-dione BrC1=NN=C(S1)CN1C2(CC2)C(N(C1=O)CC1=NC=CC=N1)=O